N2-(3-(1-Isopropyl-1H-pyrrolo[2,3-c]pyridin-5-yl)-1,2,4-thiadiazol-5-yl)-N3-methylpyrazine-2,3-diamine C(C)(C)N1C=CC=2C1=CN=C(C2)C2=NSC(=N2)NC2=NC=CN=C2NC